CC=1CC[C@H]([C@@H](C1)C=1C(=CC(=CC1O)CCCC#C)O)C(=C)C (1'R,2'R)-5'-methyl-4-(pent-4-yn-1-yl)-2'-(prop-1-en-2-yl)-1',2',3',4'-tetrahydro-[1,1'-biphenyl]-2,6-diol